ClC1=CC=C2C(=CNC2=C1)CC(=O)N1CC2C(C(C1)C(=O)O)CN(C2)C(=O)O 5-(2-(6-chloro-1H-indol-3-yl)acetyl)octahydro-2H-pyrrolo[3,4-c]Pyridine-2,7-dicarboxylic acid